C(CCCCCCCCCCC)NC(CCCCCCCCCCC)=O N-lauryl-lauric acid amide